CN1CC=2N(C(C1)(C)C)N=CC2 5,7,7-trimethyl-4H,6H-pyrazolo[1,5-a]pyrazin